NCCCCCCCNC=1C(=C(C(=O)NC=2SC(=C(N2)C)C)C=CC1)C ((7-Aminoheptyl)amino)-N-(4,5-dimethylthiazol-2-yl)-2-methylbenzamide